6-((2-(6,8-dioxa-2-azaspiro[3.5]nonan-7-yl)ethyl)(3,5-difluoro-4-methoxybenzyl)amino)nicotinonitrile C1NCC12COC(OC2)CCN(C2=NC=C(C#N)C=C2)CC2=CC(=C(C(=C2)F)OC)F